COC(=O)C1CC(C2=C1C=NC=1N2N=C(C1)F)(C=1C=NNC1)C 2-fluoro-8-methyl-8-(1H-pyrazol-4-yl)-7,8-dihydro-6H-cyclopenta[e]pyrazolo[1,5-a]pyrimidine-6-carboxylic acid methyl ester